(3,6-dihydro-2H-pyran-4-yl)-boronic acid O1CCC(=CC1)B(O)O